COC(CCCCCCCCCCC/C=C/C=C)OC (3E)-16,16-dimethoxy-1,3-hexadecadiene